BrC1=NN=CS1 5-bromo-1,3,4-thiadiazole